2,6-bis((4S,5R)-4,5-diphenyl-4,5-dihydrooxazol-2-yl)pyridine C1(=CC=CC=C1)[C@@H]1N=C(O[C@@H]1C1=CC=CC=C1)C1=NC(=CC=C1)C=1O[C@@H]([C@@H](N1)C1=CC=CC=C1)C1=CC=CC=C1